C(C)(C)(C)OC(=O)N1[C@@H](CC[C@H](C1)NC(=O)C=1C=NC2=CC(=CC=C2N1)Cl)C=1OC(=NN1)C1CC(C1)OC(F)(F)F (2s,5r)-5-(7-chloroquinoxaline-3-amido)-2-{5-[(1s,3s)-3-(trifluoromethoxy)cyclobutyl]-1,3,4-oxadiazol-2-yl}piperidine-1-carboxylic acid tert-butyl ester